C(CCCCC)C(CCCCCCCCCCCCCCl)(CCCCCC)CCCCCC trihexyl-(tetradecyl)Chloride